Cl.ClC=1C=NC=C(C1)C1CCNCC1 3-chloro-5-(piperidin-4-yl)pyridine hydrochloride